P(OCCCCCCCC)(OCCCCCCCC)OCCCCCCCC tri-n-octyl phosphite